S1C(=NC2=C1C=CC=C2)N(C2=C(C1=C(N=N2)N(CCC1)C=1SC(=C(N1)C(=O)OCC)Br)C1CC1)COCC[Si](C)(C)C ethyl 2-{3-[(1,3-benzothiazol-2-yl)({[2-(trimethylsilyl)ethoxy]methyl})amino]-4-cyclopropyl-5H,6H,7H,8H-pyrido[2,3-c]pyridazin-8-yl}-5-bromo-1,3-thiazole-4-carboxylate